5-[6-Methyl-5-[rel-(1S,2S)-2-isobutylcyclopropyl]pyridazin-3-yl]-1H-pyrimidine-2,4-dione CC1=C(C=C(N=N1)C=1C(NC(NC1)=O)=O)[C@@H]1[C@H](C1)CC(C)C |o1:15,16|